C(C)(C)C=1C(=NON1)C(=O)N 4-isopropyl-1,2,5-oxadiazole-3-carboxamide